N-(4-hydroxy-3-(2-hydroxy-7-methoxynaphthalen-1-yl)phenyl)-4-toluenesulfonamide OC1=C(C=C(C=C1)NS(=O)(=O)C1=CC=C(C)C=C1)C1=C(C=CC2=CC=C(C=C12)OC)O